ClC=1C(=NC(=NC1)NC1=CC(=C(C=C1)N1C[C@H](CC1)N(C)C)[N+](=O)[O-])C1=CN(C2=C(C=CC=C12)C)C (S)-5-chloro-4-(1,7-dimethyl-1H-indol-3-yl)-N-(4-(3-(dimethylamino)pyrrolidin-1-yl)-3-nitrophenyl)pyrimidin-2-amine